C(#N)CC[Si](F)(C)C (2-cyanoethyl)dimethyl-fluorosilane